CCCCCC/C=C\CCCCCCCCCCOC[C@H](COP(=O)([O-])OCC[N+](C)(C)C)O 1-(11Z-octadecenyl)-sn-glycero-3-phosphocholine